C(O)(O)=O.COC1=CC=C(C=C1)C=1C=NN(C1CC1=CC=C(C=C1)[N+](=O)[O-])C (4-(4-methoxyphenyl)-1-methyl-1H-pyrazol-5-yl)methyl-(4-nitrobenzene) carbonate